(R)-cyanomethyl 2-((tert-butoxycarbonyl) (methyl)amino)-3-(tert-butyldisulfanyl)propanoate C(C)(C)(C)OC(=O)N([C@H](C(=O)OCC#N)CSSC(C)(C)C)C